6-oxocaproic acid O=CCCCCC(=O)O